CC1(OB(OC1(C)C)C1(CC1)B1OC(C(O1)(C)C)(C)C)C 4,4,5,5-tetramethyl-2-[1-(4,4,5,5-tetramethyl-1,3,2-dioxaborolan-2-yl)cyclopropyl]-1,3,2-dioxaborolane